CC1=CC=C(C=C1)S(=O)(=O)O.C(CCC)N1CN(C=C1)C 1-butyl-3-methylimidazole p-toluenesulfonate salt